OC[C@H]1C[C@H](CCC1)C(=O)OCC1=CC=CC=C1 (1S,3R)-benzyl 3-(hydroxymethyl)cyclohexanecarboxylate